O=C1NC2(CN(C2)C(=O)N2CC3(C2)CC(C3)CC=3C=CC(=C(C#N)C3)C(F)(F)F)CO1 5-[[2-(6-keto-7-oxa-2,5-diazaspiro[3.4]octane-2-carbonyl)-2-azaspiro[3.3]heptane-6-yl]methyl]-2-(trifluoromethyl)benzonitrile